FC1(CC(CC1)NC1=NC=CC(=N1)NC1=CC2=C(C=N1)N(C(N2[C@H]2C[C@@H](CC2)NC(OC)=O)=O)C)F Methyl ((1R,3R)-3-(6-((2-((3,3-difluorocyclopentyl)amino)pyrimidin-4-yl)amino)-3-methyl-2-oxo-2,3-dihydro-1H-imidazo[4,5-c]pyridin-1-yl)cyclopentyl)carbamate